C(C1=CC=CC=C1)OC(=O)N1[C@@H]([C@@H]([C@H](C1)F)O)C(=O)OCC1=CC=CC=C1 (2S,3S,4S)-4-fluoro-3-hydroxypyrrolidine-1,2-dicarboxylic acid dibenzyl ester